C(C)(C)(C)C=1C=C2C=CC3=CC=CC4=CC=C(C1)C2=C43 7-tertiary butyl-pyrene